ClC1=CC=C(C=C1)C=1C[C@@H](CCC1CCl)C (R)-4'-chloro-6-(chloromethyl)-3-methyl-2,3,4,5-tetrahydro-1,1'-biphenyl